ClC1=CC=C(C(=N1)C(=O)OC)N[C@H](C)C=1C=C(C=C2C(N(C(=NC12)C1=C(C=CC=C1)F)C)=O)C methyl (R)-6-chloro-3-((1-(2-(2-fluorophenyl)-3,6-dimethyl-4-oxo-3,4-dihydroquinazolin-8-yl)ethyl)amino)picolinate